5-(2-chloro-3-(9-(3-chlorobenzyl)-6-(1-methylcyclopropoxy)-9H-purin-8-yl)phenoxy)-2,2-dimethylpentanoic acid ClC1=C(OCCCC(C(=O)O)(C)C)C=CC=C1C=1N(C2=NC=NC(=C2N1)OC1(CC1)C)CC1=CC(=CC=C1)Cl